N-(4-((2-aminothiazolo[5,4-b]pyridin-5-yl)amino)-3-fluorophenyl)-4-ethoxy-1-(4-fluorophenyl)-2-oxo-1,2-dihydropyridine-3-carboxamide NC=1SC2=NC(=CC=C2N1)NC1=C(C=C(C=C1)NC(=O)C=1C(N(C=CC1OCC)C1=CC=C(C=C1)F)=O)F